(3-(hydroxymethyl)bicyclo[1.1.1]pentan-1-yl)-1-(4-(trifluoromethyl)benzyl)-1H-indole-7-carboxamide OCC12CC(C1)(C2)C=2N(C1=C(C=CC=C1C2)C(=O)N)CC2=CC=C(C=C2)C(F)(F)F